(S)-N-(chroman-4-yl)-8-(cyclohex-1-en-1-yl)-4-(dimethylamino)quinoline-3-carboxamide O1CC[C@@H](C2=CC=CC=C12)NC(=O)C=1C=NC2=C(C=CC=C2C1N(C)C)C1=CCCCC1